4-[4-(4-ethoxyphenyl)-4-methylpentyl]-1-fluoro-2-phenoxy-benzene C(C)OC1=CC=C(C=C1)C(CCCC1=CC(=C(C=C1)F)OC1=CC=CC=C1)(C)C